4-[[2-(3-amino-4-tert-butyl-phenyl)acetyl]amino]-N-tert-butyl-pyridine-2-carboxamide NC=1C=C(C=CC1C(C)(C)C)CC(=O)NC1=CC(=NC=C1)C(=O)NC(C)(C)C